C(CCCC)OCCCC(=O)O 4-pentoxybutyric acid